C1(C2=CC=C(C(=O)OC(CO1)O)C=C2)=O 2-Hydroxyethylene terephthalate